1-(2-chloro-6-(methoxymethyl)pyridin-4-yl)-3-methylcyclobutane-1-carboxylic acid ClC1=NC(=CC(=C1)C1(CC(C1)C)C(=O)O)COC